4-(methylamino)-1-pyridin-3-ylbutan-1-one CNCCCC(=O)C=1C=NC=CC1